N1(CCN[C@H]2CCCC[C@H]12)C=1C=C2CN(C(C2=CC1)=O)C1C(NC(CC1)=O)=O 3-(5-((4as,8as)-octahydroquinoxalin-1(2H)-yl)-1-oxoisoindolin-2-yl)piperidine-2,6-dione